BrC=1C=C(CN2C(CN(CC2)CC)=O)C=C(C1)F (3-bromo-5-fluorobenzyl)-4-ethylpiperazin-2-one